Methyl (R)-4-(4-amino-2-octanamido-4-oxobutanamido)butanoate NC(C[C@H](C(=O)NCCCC(=O)OC)NC(CCCCCCC)=O)=O